O=C1N(CCC(N1)=O)C=1C=C(C(=O)O)C=CC1OCC 3-(2,4-dioxotetrahydropyrimidin-1(2H)-yl)-4-ethoxy-benzoic acid